(R)-2-chloro-4-((2,7-dimethyl-6-oxo-1,2,3,4,6,7-hexahydro-[1,4]oxazepino[2,3-c]quinolin-10-yl)amino)nicotinonitrile ClC1=C(C#N)C(=CC=N1)NC1=CC=2C3=C(C(N(C2C=C1)C)=O)OCC[C@H](N3)C